[I-].CN1COC(=C1C1=CC=CC=C1)C1=CC=CC=C1 N-methyl-4,5-diphenyl-oxazole iodide